C1(=CC=CC=C1)C1=NC(=NC(=N1)C1=CC=CC=C1)C1=C(C=C(C=C1)OCCCCCC)O 4,6-diphenyl-2-(4-hexyloxy-2-hydroxyphenyl)-s-Triazine